Aluminum-lanthanum-cerium [Ce].[La].[Al]